N-Methyl-5-[6-(1H-pyrazol-4-yl)pyridazin-3-yl]-N-(2,2,6,6-tetramethylpiperidin-4-yl)[1,3]thiazolo[5,4-d][1,3]thiazol-2-amin Hydrochlorid Cl.CN(C=1SC=2N=C(SC2N1)C=1N=NC(=CC1)C=1C=NNC1)C1CC(NC(C1)(C)C)(C)C